4-(5-{[4-(aminomethyl)phenyl]methoxy}-4-cyano-1-(1,3-thiazole-4-carbonyl)-1H-pyrazol-3-yl)-N,N-dimethyl-2-oxo-3-(trifluoromethyl)piperidine-1-carboxamide NCC1=CC=C(C=C1)COC1=C(C(=NN1C(=O)C=1N=CSC1)C1C(C(N(CC1)C(=O)N(C)C)=O)C(F)(F)F)C#N